FC1(C[C@H](N(CC1)C(=O)N[C@@H](C)\C=C\S(=O)(=O)C)C1=CC=CC=C1)F (S)-4,4-difluoro-N-((S,E)-4-(methylsulfonyl)but-3-en-2-yl)-2-phenylpiperidine-1-carboxamide